5-((4-((trifluoromethyl)thio)phenyl)thio)-1H-1,2,3-triazole-4-carboxylic acid FC(SC1=CC=C(C=C1)SC1=C(N=NN1)C(=O)O)(F)F